BrC=1C=CC(=C2C=C(N=NC12)OCCOC)N1CCN(CC1)C(=O)OC(C)(C)C tert-butyl 4-(8-bromo-3-(2-methoxyethoxy)cinnolin-5-yl)piperazine-1-carboxylate